1-bromo-4-(4-penten-1-yl)benzene BrC1=CC=C(C=C1)CCCC=C